C(C#CCS)S 2-butyne-1,4-dithiol